FC=1C(=CC(=C(C(=O)OC)C1)O[C@H](C(F)(F)F)C)B1OC(C(O1)(C)C)(C)C (S)-methyl 5-fluoro-4-(4,4,5,5-tetramethyl-1,3,2-dioxaborolan-2-yl)-2-((1,1,1-trifluoropropan-2-yl)oxy)benzoate